sodium sarcosinate oleate C(CCCCCCC\C=C/CCCCCCCC)(=O)[O-].N(C)CC(=O)O.[Na+]